C(C)(C)(C)OC(=O)N([C@H](C(=O)O)CC=1C(=NC=C(C1)Cl)OC=1C=NN(C1)C)C (S)-2-((tert-butoxycarbonyl)(methyl)amino)-3-(5-chloro-2-((1-methyl-1H-pyrazol-4-yl)oxy)pyridine-3-yl)propanoic acid